(4-(2-(2-Aminopyridin-3-yl)-5-phenyl-3H-imidazo[4,5-b]pyridin-3-yl)phenyl)methan-d2-ol NC1=NC=CC=C1C1=NC=2C(=NC(=CC2)C2=CC=CC=C2)N1C1=CC=C(C=C1)C(O)([2H])[2H]